C(#N)C=1C=C(CCNC(=O)[C@]2([C@@H](CC[C@H](C2)C)C(C)C)O)C=CC1 (1S,2S,5R)-N-(3-cyanophenethyl)-1-hydroxy-2-isopropyl-5-methylcyclohexane-1-carboxamide